FC(S(=O)(=O)OC1=CC(=NC2=C(N=CC=C12)C1=CC=NN1COCC[Si](C)(C)C)N1[C@@H](COCC1)C)(F)F 2-[(3R)-3-methylmorpholin-4-yl]-8-(1-{[2-(trimethylsilyl) ethoxy] methyl}-1H-pyrazol-5-yl)-1,7-naphthyridin-4-yl trifluoromethanesulfonate